C(C)CC#N ethyl-methyl cyanide